BrC1=CC2=C(OC(C(N2)=O)(F)F)C=C1F 6-bromo-2,2,7-trifluoro-2H-benzo[b][1,4]oxazin-3(4H)-one